S1C=C(C=C1)C(=CC(=O)O)C1=C(C=CC(=C1)C)OCOC 3-(3-thienyl)-3-(2-methoxymethoxy-5-methyl-phenyl)-acrylic acid